C(C)(C)(C)C=1C=C(CC(CSCC(CC2=CC(=C(C(=C2)C(C)(C)C)O)C(C)(C)C)(C(=O)O)C)(C(=O)O)C)C=C(C1O)C(C)(C)C bis[(β-(3,5-di-tert-butyl-4-hydroxybenzyl)-methylcarboxyethyl)] sulphide